(R)-(3-Aminopiperidin-1-yl)(2-(5-fluoro-1-isobutyl-1H-indol-2-yl)-3-methylimidazo[1,2-a]pyridin-7-yl)methanone N[C@H]1CN(CCC1)C(=O)C1=CC=2N(C=C1)C(=C(N2)C=2N(C1=CC=C(C=C1C2)F)CC(C)C)C